1,3,5-trimethyl-2,4,6-tri(3,5-di-tertiary butyl-4-hydroxybenzyl)benzene CC1=C(C(=C(C(=C1CC1=CC(=C(C(=C1)C(C)(C)C)O)C(C)(C)C)C)CC1=CC(=C(C(=C1)C(C)(C)C)O)C(C)(C)C)C)CC1=CC(=C(C(=C1)C(C)(C)C)O)C(C)(C)C